1-[4-[4-[[3-(2-chloro-3-fluoro-4-methoxyphenyl)imidazo[1,2-a]pyrazin-8-yl]amino]-2-methylbenzoyl]piperazin-1-yl]-2-(methylamino)ethanone ClC1=C(C=CC(=C1F)OC)C1=CN=C2N1C=CN=C2NC2=CC(=C(C(=O)N1CCN(CC1)C(CNC)=O)C=C2)C